C1(CC1)C=1N=CC2=C3C(=CC(=C2C1)S(NCC(C)(C)F)(=O)=O)C(CC3)C(=O)O 3-cyclopropyl-5-[(2-fluoro-2-methylpropyl)sulfamoyl]-8,9-dihydro-7H-cyclopenta[H]isoquinoline-7-carboxylic acid